decakis(nonylphenyl) heptakis(propyleneoxyisopropyl) octaphosphite P(OC1=C(C=CC=C1)CCCCCCCCC)(OC1=C(C=CC=C1)CCCCCCCCC)OCC(C)OC(C)(C)OP(OC1=C(C=CC=C1)CCCCCCCCC)OC1=C(C=CC=C1)CCCCCCCCC.P1(OC2=C(C=CC=C2)CCCCCCCCC)OC(C)(C)OC(COP(OC2=C(C=CC=C2)CCCCCCCCC)OCC(C)OC(C)(C)O1)C.P1(OC2=C(C=CC=C2)CCCCCCCCC)OC(C)(C)OC(COP(OC2=C(C=CC=C2)CCCCCCCCC)OCC(C)OC(C)(C)O1)C.P1(OC2=C(C=CC=C2)CCCCCCCCC)OC(C)(C)OC(COP(OC2=C(C=CC=C2)CCCCCCCCC)OCC(C)OC(C)(C)O1)C